1-iodo-4-(3,3,4,4,5,5,6,6,7,7,8,8,8-tridecafluorooctyl)benzene IC1=CC=C(C=C1)CCC(C(C(C(C(C(F)(F)F)(F)F)(F)F)(F)F)(F)F)(F)F